3-((1H-benzo[d]imidazol-2-yl)methylene)-5-chloro-1-ethylindolin-2-one N1C(=NC2=C1C=CC=C2)C=C2C(N(C1=CC=C(C=C21)Cl)CC)=O